Cl.N1CCC(CC1)NC1=CC=CC(=N1)S(=O)(=O)NC1=NC(=C(C=C1)C(F)(F)F)C1=C(C=CC=C1)C 6-(piperidin-4-ylamino)-N-(6-(o-tolyl)-5-(trifluoromethyl)pyridin-2-yl)pyridine-2-sulfonamide hydrochloride